C1(=CC=CC=C1)C=1N=C(NC1C1=CC=CC=C1)C1=CC=C(C=C1)O 4-(4,5-diphenyl-2-imidazolyl)phenol